N1C=CC=2C1=NC=CC2[C@@H](C)OC=2C=C1C(=NNC1=CC2)C=2C=NC(=CC2)N2CC1(C2)CCC(CC1)OC (R)-5-(1-(1H-pyrrolo[2,3-b]pyridin-4-yl)ethoxy)-3-(6-(7-methoxy-2-azaspiro[3.5]nonan-2-yl)pyridin-3-yl)-1H-indazole